S1C(=NC2=C1C=CC=C2)NC(=O)C=2C=CC=C1CCN(CC21)C2=CC=C(C(=N2)C(=O)OC(C)(C)C)C2=C(C(=CC=C2)OC2CC1(C2)CCN(CC1)CC(=O)OCC)C tert-butyl 6-[8-(1,3-benzothiazol-2-ylcarbamoyl)-3,4-dihydro-1H-isoquinolin-2-yl]-3-[3-[[7-(2-ethoxy-2-oxo-ethyl)-7-azaspiro[3.5]nonan-2-yl]oxy]-2-methyl-phenyl]pyridine-2-carboxylate